[Cl-].C[N+](CC1=C(C=CC=C1)C=C)(C)C trimethyl[(vinylphenyl)methyl]ammonium chloride